2-((1-(9-methyl-5-(piperidin-1-yl)-[1,2,4]triazolo[1,5-c]quinazolin-7-yl)ethyl)amino)benzoic acid CC1=CC=2C=3N(C(=NC2C(=C1)C(C)NC1=C(C(=O)O)C=CC=C1)N1CCCCC1)N=CN3